3-amino-5-(((2S,3R,4S,5R)-3,4-dihydroxy-5-(hydroxymethyl)tetrahydrofuran-2-yl)amino)-1-methylpyrimido[4,5-c]pyridazin-4(1H)-one NC=1C(C2=C(N(N1)C)N=CN=C2N[C@H]2O[C@@H]([C@H]([C@H]2O)O)CO)=O